1-[4-oxo-6-(6-trifluoromethyl-pyridine-2-yl)-1,3,5-triazine-2-yl-amino]-2-methyl-2-propanol O=C1NC(=NC(=N1)C1=NC(=CC=C1)C(F)(F)F)NCC(C)(O)C